N-(5-(6-(2-(cyanomethyl)-4-(trifluoromethyl)phenyl)-1-oxo-3,4-dihydroisoquinolin-2(1H)-yl)-2-((2-methoxyethoxy)methoxy)phenyl)methanesulfonamide C(#N)CC1=C(C=CC(=C1)C(F)(F)F)C=1C=C2CCN(C(C2=CC1)=O)C=1C=CC(=C(C1)NS(=O)(=O)C)OCOCCOC